C(C)(C)C1=C(NC2=CN=C(C=C21)C2CCC(CC2)N(C)C)C=2C=C(C=1N(C2)N=CN1)OC 4-(3-isopropyl-2-(8-methoxy-[1,2,4]triazolo[1,5-a]pyridin-6-yl)-1H-pyrrolo[2,3-c]pyridin-5-yl)-N,N-dimethylcyclohexan-1-amine